6-chloro-2,3-dihydro-1H-pyrrolo[3,2-C]pyridine ClC1=CC2=C(C=N1)CCN2